BrC1=C(C(=C2C(C3=C(O2)C(=C(C(=C3Cl)[2H])[2H])[2H])=C1[2H])[2H])[2H] 8-bromo-1-chlorodibenzo[b,d]furan-2,3,4,6,7,9-d6